BrC1=C(C=CC=C1F)F 4-bromo-3,5-difluorobenzene